ClC=1C=NN(C1CC1N(C(C2=CC=C(C=C12)C1CC1)=O)CC1CC2(C1)OC(NC2)=O)C 2-((3-((4-chloro-1-methyl-1H-pyrazol-5-yl)methyl)-5-cyclopropyl-1-oxoisoindolin-2-yl)methyl)-5-oxa-7-azaspiro[3.4]octan-6-one